ClC=1C=C(C=C(C1)Cl)C1(CC(=NO1)C1=CC(=C(C(=O)NC2CS(C2)=O)C=C1)C)C(F)(F)F 4-[5-(3,5-Dichlorophenyl)-4,5-dihydro-5-(trifluoromethyl)-3-isoxazolyl]-2-methyl-N-(trans-1-oxido-3-thietanyl)-benzamide